CN1N=NN=C1SC1=C(C(=O)NC2=CC(=C(C=C2)C(C)C)C(NC)=O)C=C(C=C1)[N+](=O)[O-] 2-[(1-methyl-1H-1,2,3,4-tetrazol-5-yl)sulfanyl]-N-[3-(methylcarbamoyl)-4-(propan-2-yl)phenyl]-5-nitrobenzamide